3-AMINO-4-FLUOROPHENYLBORONIC ACID HYDROCHLORIDE Cl.NC=1C=C(C=CC1F)B(O)O